1-((7-cyano-2-(3'-(5-(N-ethyl-N-methylglycyl)-5,6-dihydro-4H-pyrrolo[3,4-d]oxazol-2-yl)-2,2'-dimethyl-[1,1'-biphenyl]-3-yl)benzo[d]oxazol-5-yl)methyl)piperidine-4-carboxylic acid C(#N)C1=CC(=CC=2N=C(OC21)C=2C(=C(C=CC2)C2=C(C(=CC=C2)C=2OC1=C(N2)CN(C1)C(CN(C)CC)=O)C)C)CN1CCC(CC1)C(=O)O